1-(4-(3-(methyl(5-(trifluoromethyl)pyridin-2-yl)amino)pyrazin-2-yl)piperazin-1-yl)prop-2-en-1-one CN(C=1C(=NC=CN1)N1CCN(CC1)C(C=C)=O)C1=NC=C(C=C1)C(F)(F)F